BrC=1C=C(C(=NC1)C=1N=NC(=CC1)F)OCOC 3-[5-bromo-3-(methoxymethoxy)-2-pyridyl]-6-fluoro-pyridazine